2'-amino-N,N-dimethyl-5'-(2-(pyrrolidine-1-carbonyl)-1H-pyrrolo[2,3-b]pyridin-4-yl)-[2,3'-bipyridine]-5-carboxamide NC1=NC=C(C=C1C1=NC=C(C=C1)C(=O)N(C)C)C1=C2C(=NC=C1)NC(=C2)C(=O)N2CCCC2